O1CCOC12C(CCCC2)CCN2C(C1=CC(=C(C=C1C=C2)Br)F)=O 2-(2-(1,4-dioxaspiro[4.5]dec-6-yl)ethyl)-6-bromo-7-fluoroisoquinolin-1(2H)-one